(3R)-3-amino-5-[(4-chlorophenyl)methyl]-8-fluoro-7-[5-(5-methylsulfonyl-5-azaspiro[2.4]heptan-7-yl)-1,3,4-oxadiazol-2-yl]-1,1-dioxo-2,3-dihydro-1lambda6,5-benzothiazepin-4-one N[C@H]1CS(C2=C(N(C1=O)CC1=CC=C(C=C1)Cl)C=C(C(=C2)F)C=2OC(=NN2)C2CN(CC21CC1)S(=O)(=O)C)(=O)=O